N-(5-fluoro-2-methyl-4-(4,4,5,5-tetramethyl-1,3,2-dioxaborolan-2-yl)benzyl)-2-methoxybenzamide FC=1C(=CC(=C(CNC(C2=C(C=CC=C2)OC)=O)C1)C)B1OC(C(O1)(C)C)(C)C